NC=1C2=C(N=CN1)N(C(=C2Br)C2=CCC1(CCN(CC1)C(=O)OC(C)(C)C)CC2)C(F)F tert-butyl 9-(4-amino-5-bromo-7-(difluoromethyl)-7H-pyrrolo[2,3-d]pyrimidin-6-yl)-3-azaspiro[5.5]undec-8-ene-3-carboxylate